(1R,2S)-N-(7-chloro-6-(4-((3R,4R)-4-hydroxy-3-methyltetrahydrofuran-3-yl)piperazin-1-yl)isoquinolin-3-yl)-2-(pyridin-2-yl)cyclobutane-1-carboxamide ClC1=C(C=C2C=C(N=CC2=C1)NC(=O)[C@H]1[C@H](CC1)C1=NC=CC=C1)N1CCN(CC1)[C@@]1(COC[C@@H]1O)C